[C@H]12N(C[C@H](NC1)CC2)C2=CC=CC(=N2)CNC=2C1=C(N=CN2)NC=C1C1CCOCC1 |o1:0,3| N-((6-((1R*,4R*)-2,5-diazabicyclo[2.2.2]octan-2-yl)pyridin-2-yl)methyl)-5-(tetrahydro-2H-pyran-4-yl)-7H-pyrrolo[2,3-d]pyrimidin-4-amine